2',3'-dimethoxy-biphenyl-2-ylamine COC1=C(C=CC=C1OC)C1=C(C=CC=C1)N